2-cyano-1-((2-cyanoguanidino)methyl)-guanidine C(#N)N=C(NCNC(=NC#N)N)N